N1(C=NC2=C1C=CC=C2)C=2C1=C(N=C(N2)Cl)N(C=C1)COCC[Si](C)(C)C 4-(1H-benzo[d]imidazol-1-yl)-2-chloro-7-((2-(trimethylsilyl)ethoxy)methyl)-7H-pyrrolo[2,3-d]pyrimidine